2-(2-cyano-2-(2-methoxy-10-butylacridin-9(10H)-ylidene) acetamido)-ethyl methacrylate C(C(=C)C)(=O)OCCNC(C(=C1C2=CC=CC=C2N(C=2C=CC(=CC12)OC)CCCC)C#N)=O